C(C)OC(=O)C=1C(=NC(=NC1Cl)C)Cl 4,6-dichloro-2-methyl-pyrimidine-5-carboxylic acid ethyl ester